C1(CC1)C(=O)NC1=NC=C(C(=O)NC([2H])([2H])[2H])C(=C1)NC1=NN(C2=CC=C(C(=C12)OC)[C@H](C(F)(F)F)OC)C |o1:31| (R*)-6-(cyclopropanecarboxamido)-4-((4-methoxy-1-methyl-5-(2,2,2-trifluoro-1-methoxyethyl)-1H-indazol-3-yl)amino)-N-(methyl-d3)nicotinamide